2-(2-(2-methoxy-7-methylquinoxalin-5-yl)benzo[d]thiazol-6-yloxy)ethanol COC1=NC2=CC(=CC(=C2N=C1)C=1SC2=C(N1)C=CC(=C2)OCCO)C